3-hydroxy-3-[hydroxymethyl]propane OC(CC)CO